FC(C=1C2=CN(N=C2C(=C(C1)C1=CC=C(C=C1)C1CCN(CC1)CC(C)F)C)C(C(=O)OCC)C1=C2N(C=N1)C[C@@H](C2)F)F ethyl 2-[4-(difluoromethyl)-6-[4-[1-(2-fluoropropyl)-4-piperidyl]phenyl]-7-methyl-indazol-2-yl]-2-[(6R)-6-fluoro-6,7-dihydro-5H-pyrrolo[1,2-c]imidazol-1-yl]acetate